methyl (2R,3R)-3-(2,4-difluorophenyl)-7-fluoro-4-oxo-2-(oxolan-3-yl)-2,3-dihydro-1H-quinoline-5-carboxylate FC1=C(C=CC(=C1)F)[C@@H]1[C@H](NC=2C=C(C=C(C2C1=O)C(=O)OC)F)C1COCC1